ClC=1C(=C(C=CC1)NC1=C(NC2=C1C(NCC2)=O)C=2C=CN=C1C=C(C(=NC21)OC2CCN(CC2)C(=O)OC(C)(C)C)OC)OC tert-butyl 4-[(8-{3-[(3-chloro-2-methoxyphenyl)amino]-4-oxo-1H,5H,6H,7H-pyrrolo[3,2-c]pyridin-2-yl}-3-methoxy-1,5-naphthyridin-2-yl)oxy]piperidine-1-carboxylate